FC(C(=O)[O-])(F)F.C(C1=CC=CC=C1)OC(C(=O)OC1CC2CCC(C1)[N+]21CCCC1)(C1=CC=CC=C1)C1=CC=CC=C1 3-(2-(Benzyloxy)-2,2-diphenylacetoxy)spiro[bicyclo[3.2.1]octane-8,1'-pyrrolidin]-8-ium 2,2,2-trifluoroacetate